O=C(CCCCC(=O)NCCCCCCC1=CC=C(C[C@@H]2N(CCN(CCN(CCN(C2)CC(=O)O)CC(=O)O)CC(=O)O)CC(=O)O)C=C1)OC1=C(C(=CC(=C1F)F)F)F (S)-2,2',2'',2'''-(2-(4-(6-(6-oxo-6-(2,3,5,6-tetrafluorophenoxy)hexanamido)-hexyl)benzyl)-1,4,7,10-tetraazacyclododecane-1,4,7,10-tetrayl)tetraacetic acid